CC1=NC(=NC(=C1)C)N1CC2C(C1)CN(C2)C(=O)C=2C(=NC=CC2)OCC(F)(F)F (5-(4,6-dimethylpyrimidin-2-yl)hexahydropyrrolo[3,4-c]pyrrol-2(1H)-yl)(2-(2,2,2-trifluoroethoxy)pyridin-3-yl)methanone